C(C)C1CN(C=2C=CC=C3C2N1C(=C3)C3=NC1=C(N3C)C(=CC(=C1)C=O)OC)CCO (2-(3-ethyl-1-(2-hydroxyethyl)-2,3-dihydro-1H-pyrrolo[1,2,3-de]quinoxalin-5-yl)-7-methoxy-1-methyl-1H-benzo[d]imidazol-5-yl)methanone